BrC=1C=CC(=NC1)S(=O)(=O)NC=1C(=CC=C2C=NN(C12)C)CC 5-BROMO-N-(6-ETHYL-1-METHYL-1H-INDAZOL-7-YL)PYRIDINE-2-SULFONAMIDE